3-(5-(3-Cyano-6-(2-hydroxy-2-methylpropoxy)pyrazolo[1,5-a]pyridin-4-yl)thiazol-2-yl)-N-phenyl-3,6-diazabicyclo[3.1.1]heptane-6-carboxamide C(#N)C=1C=NN2C1C(=CC(=C2)OCC(C)(C)O)C2=CN=C(S2)N2CC1N(C(C2)C1)C(=O)NC1=CC=CC=C1